ClC1=NC=CC(=N1)C=1CCN(CC1)C(=O)[O-] 4-(2-chloropyrimidin-4-yl)-3,6-dihydropyridine-1(2H)-carboxylate